1-(9-ethyl-6-morpholino-2-(4-phenyl-1H-pyrazol-1-yl)-9H-purin-8-yl)ethan-1-one C(C)N1C2=NC(=NC(=C2N=C1C(C)=O)N1CCOCC1)N1N=CC(=C1)C1=CC=CC=C1